(R)-4-(2-hydroxy-1-(4-methoxy-2-(4-(trifluoromethyl)phenyl)quinoline-7-carboxamido)ethyl)benzoic acid OC[C@H](NC(=O)C1=CC=C2C(=CC(=NC2=C1)C1=CC=C(C=C1)C(F)(F)F)OC)C1=CC=C(C(=O)O)C=C1